C(C)(C)(C)NS(=O)(=O)C1=CC=C(C=C1)NC([C@H](CC1=CC=CC=C1)NC(C1=NC=C(C=C1)F)=O)=O (S)-N-(1-(4-(N-tert-butylsulfamoyl)phenylamino)-1-oxo-3-phenylpropan-2-yl)-5-fluoropicolinamide